4-(((7-methoxyquinazolin-4-yl)amino)methyl)phenylphosphonic acid formic acid salt C(=O)O.COC1=CC=C2C(=NC=NC2=C1)NCC1=CC=C(C=C1)P(O)(O)=O